(S)-1-(1H-pyrrolo[2,3-c]pyridine-2-carbonyl)-N-(3,4,5-trifluorophenyl)pyrrolidine-3-carboxamide N1C(=CC=2C1=CN=CC2)C(=O)N2C[C@H](CC2)C(=O)NC2=CC(=C(C(=C2)F)F)F